N-(4-FORMYL-PYRIDIN-3-YL)-2,2-DIMETHYL-PROPIONAMIDE CC(C)(C)C(=O)NC1=C(C=CN=C1)C=O